pyrimidyl thiocyanate N1=C(N=CC=C1)SC#N